5-(4-((4-chloro-3-fluorophenyl)ethynyl)phenoxy)-1H-1,2,3-triazole-4-carboxylic acid ClC1=C(C=C(C=C1)C#CC1=CC=C(OC2=C(N=NN2)C(=O)O)C=C1)F